2-cyclopropyl-3-methyl-imidazo[4,5-b]pyrazine-5-carbaldehyde C1(CC1)C=1N(C=2C(=NC=C(N2)C=O)N1)C